(2Z,4E)-5-[(1S)-1-hydroxy-2,6,6-trimethyl-4-oxocyclohex-2-en-1-yl]-3-methylpent-2,4-dienoic acid O[C@@]1(C(=CC(CC1(C)C)=O)C)/C=C/C(=C\C(=O)O)/C